F[C@H]1C[C@H](N(C1)C(CN1C[C@H](CC1)OC1=CC=NC2=CC=C(C=C12)OC)=O)C#N (2S,4S)-4-fluoro-1-[2-[(3S)-3-[(6-methoxy-4-quinolyl)oxy]pyrrolidin-1-yl]acetyl]pyrrolidine-2-carbonitrile